(1R,2R)-1-(3-chlorophenyl)-2-(pyridin-2-ylmethyl)cyclohexanol ClC=1C=C(C=CC1)[C@@]1([C@H](CCCC1)CC1=NC=CC=C1)O